O[C@@]1(C(N(CC1)C)=O)C1=CC(=NO1)C1=NC(=CC=C1)C1=NC(=NC=C1)NC=1C=NN(C1)C1CNCC1 (3R)-3-Hydroxy-1-methyl-3-(3-(6-(2-((1-(pyrrolidin-3-yl)-1H-pyrazol-4-yl)amino)pyrimidin-4-yl)pyridin-2-yl)isoxazol-5-yl)pyrrolidin-2-one